BrC1=CC=C(COC2=CC=C3CCNCC3=C2)C=C1 7-((4-bromobenzyl)oxy)-1,2,3,4-tetrahydroisoquinoline